1-Hexyl-3-methylimidazolium hexafluoroantimonat F[Sb-](F)(F)(F)(F)F.C(CCCCC)N1C=[N+](C=C1)C